The molecule is a monocarboxylic acid anion that is the conjugate base of (S)-lorglumide, obtained by deprotonation of the carboxy group. It is a conjugate base of a (S)-lorglumide. It is an enantiomer of a (R)-lorglumide(1-). CCCCCN(CCCCC)C(=O)[C@H](CCC(=O)[O-])NC(=O)C1=CC(=C(C=C1)Cl)Cl